Methyl 6-(4-([1,1'-biphenyl]-4-ylmethoxy)quinoline-2-carboxamido)hexanoate C1(=CC=C(C=C1)COC1=CC(=NC2=CC=CC=C12)C(=O)NCCCCCC(=O)OC)C1=CC=CC=C1